2-iodo-N-[(3S,4R)-3-fluoro-1-methyl-4-piperidyl]-3-(trifluoromethylsulfanyl)pyrazolo[1,5-a]pyridin-7-amine IC1=NN2C(C=CC=C2N[C@H]2[C@H](CN(CC2)C)F)=C1SC(F)(F)F